CC1=NC2=C(C=CC=N2)N1 methylimidazopyridine